tert-butyl 4-[2-ethyl-6-fluoro-7-({8-fluoro-2-methylimidazo[1,2-a]pyridin-6-yl} carbamoyl)indazol-4-yl]piperazine-1-carboxylate C(C)N1N=C2C(=C(C=C(C2=C1)N1CCN(CC1)C(=O)OC(C)(C)C)F)C(NC=1C=C(C=2N(C1)C=C(N2)C)F)=O